(1-methylpyrazolo[3,4-c]pyridin-7-yl)methanone CN1N=CC=2C1=C(N=CC2)C=O